N-(3-(2-(1,1-difluoroethyl)-6-methylpyrimidin-4-yl)-1H-pyrrolo[2,3-c]pyridin-5-yl)acetamide trifluoroacetate FC(C(=O)O)(F)F.FC(C)(F)C1=NC(=CC(=N1)C1=CNC2=CN=C(C=C21)NC(C)=O)C